fluorodimethyloctylsilane F[Si](CCCCCCCC)(C)C